C1(=CC=CC=C1)P(C1=C(C2=C(OCO2)C=C1)C1=C(C=CC=2OCOC21)P(C2=CC=CC=C2)C2=CC=CC=C2)C2=CC=CC=C2 5,5'-bis(diphenylphosphino)-4,4'-bi-1,3-benzodioxol